FC(C1(CC(C1)(F)F)C(=O)NC=1C=CC(=NC1)C=1N=NN(C1NC(O[C@H](C)C=1C(=NC=CC1)Cl)=O)C)F (R)-1-(2-chloropyridin-3-yl)ethyl (4-(5-(1-(difluoromethyl)-3,3-difluorocyclobutane-1-carboxamido)pyridin-2-yl)-1-methyl-1H-1,2,3-triazol-5-yl)carbamate